BrC=1C=2N(C=CC1)C(=C(N2)C#CCNC2=C(C=C(C(=O)NCC)C=C2)OC)CC(F)(F)F 4-({3-[8-bromo-3-(2,2,2-trifluoroethyl)imidazo[1,2-a]pyridin-2-yl]prop-2-yn-1-yl}amino)-N-ethyl-3-methoxybenzamide